FC(CC)(F)C=1C=C(C=CC1)NC(=O)C1C(=NN(C1=O)C1=CC(=C(C=C1)OC)C1=CC(=NC=C1)C)C N-(3-(1,1-difluoropropyl)phenyl)-1-(4-methoxy-3-(2-methylpyridin-4-yl)phenyl)-3-methyl-5-oxo-4,5-dihydro-1H-pyrazole-4-carboxamide